OC1=CC(=CC=2OC(C3=C(C21)C=C(C(=C3)OC)OC)=O)O 1,3-Dihydroxy-8,9-dimethoxy-6H-dibenzo[b,d]pyran-6-one